CC1(C2=CC(=CC=C2NC=2C=C(C=CC12)C(C)(C)O)CN1CCNCC1)C 2-(9,9-dimethyl-7-(piperazin-1-ylmethyl)-9,10-dihydroacridin-3-yl)propan-2-ol